FC(C1=NN(C(=N1)N)C1=CC=C(C=C1)F)F 3-difluoromethyl-5-amino-1-(4-fluorophenyl)-1,2,4-triazole